FC(S(=O)(=O)OC1=NC(=C(C2=C1C=CS2)C2=C(C=C(C=C2OCCOC)F)F)C2=NN1C([C@H](N(CC1)C(C=C)=O)C)=C2)(F)F (S)-6-((R)-5-acryloyl-4-methyl-4,5,6,7-tetrahydropyrazolo[1,5-a]pyrazin-2-yl)-7-(2,4-difluoro-6-(2-methoxy ethoxy)phenyl)thieno[3,2-c]pyridin-4-yl trifluoromethanesulfonate